[C@H]12CN(C[C@H](CC1)N2)C2=NC(=NC1=C(C(=C(C=C21)F)C2=CC(=CC1=CC=CC=C21)O)F)OCC(C)O 4-(4-((1R,5S)-3,8-diazabicyclo[3.2.1]octan-3-yl)-6,8-difluoro-2-(2-hydroxypropoxy)quinazolin-7-yl)naphthalen-2-ol